(3S,3aS,6aR)-3-(4-(3-chloro-4-fluorophenyl)-4H-1,2,4-triazol-3-yl)-2-(6-methyl-4-(trifluoromethyl)pyridin-2-yl)hexahydrocyclopenta[c]pyrrol-1(2H)-one ClC=1C=C(C=CC1F)N1C(=NN=C1)[C@@H]1[C@@H]2[C@H](C(N1C1=NC(=CC(=C1)C(F)(F)F)C)=O)CCC2